C(C)(C)(C)OC(=O)C=1C(=CC=C2C=CC=C(C12)C1=CC2=CC(=CC=C2C=C1)C1=CC=CC2=CC=C(C(=C12)C(=O)OC(C)(C)C)B(O)O)B(O)O (8,8''-bis(tert-butoxycarbonyl)-[1,2':7',1''-ternaphthalene]-7,7''-diyl)diboronic acid